C(C)(C)(C)OC(=O)N1C2CC(CC1CC2)[C@H](C2=CC=CC=C2)N2N=C(N=N2)C |r| 3-((R/S)-(5-methyl-2H-tetrazol-2-yl)(phenyl)methyl)-8-azabicyclo[3.2.1]octane-8-carboxylic acid tert-butyl ester